N-(6-methoxypyridine-3-yl)-3-methylpyridine-2-sulfonamide COC1=CC=C(C=N1)NS(=O)(=O)C1=NC=CC=C1C